C(CC(C)C)(=O)[O-] isovalerate